CSC=1SC(=CN1)CO (2-(methylthio)thiazol-5-yl)methanol